IC1=CC(=NC=C1)NCCO 2-((4-Iodopyridin-2-yl)amino)ethan-1-ol